[C@H]12CC(C[C@H](CC1)O2)OC(CO)C2=C(C=CC=C2)OC 2-(((1R,3s,5S)-8-oxabicyclo[3.2.1]oct-3-yl)oxy)-2-(2-methoxyphenyl)ethan-1-ol